(S)-1-(1-((5-(4-((4-((3-(hydroxymethyl)-4H-1,2,4-triazol-4-yl)methyl)phenyl)ethynyl)phenyl)isoxazol-3-yl)methyl)-1H-imidazole-2-yl)ethan-1-ol OCC1=NN=CN1CC1=CC=C(C=C1)C#CC1=CC=C(C=C1)C1=CC(=NO1)CN1C(=NC=C1)[C@H](C)O